CN(C)C=NC(C(C)NC(C1=CC(=CC(=C1)C(F)(F)F)C(F)(F)F)=O)=O N-[2-[dimethylaminomethyleneamino]-1-methyl-2-oxo-ethyl]-3,5-bis(tri-fluoromethyl)benzamide